C(CCC)C1(CCC(CC1)(C(=O)O)CCCC)C(=O)O dibutyl-1,4-cyclohexanedicarboxylic acid